(7S)-N-((3-amino-5-(3,5-dimethylpiperazin-1-yl)pyridin-2-yl)methyl)-4-(5-(5-fluoro-2-methoxypyridin-4-yl)-1H-pyrazole-3-carbonyl)-4-azaspiro[2.5]octane-7-carboxamide NC=1C(=NC=C(C1)N1CC(NC(C1)C)C)CNC(=O)[C@H]1CCN(C2(CC2)C1)C(=O)C1=NNC(=C1)C1=CC(=NC=C1F)OC